C(N)(O[C@H]1CSC2=C(NC1=O)C=C(C=C2)C(NNC(C(C)(C)C)=O)=O)=O (3R)-7-[(2,2-dimethylpropanoylamino)carbamoyl]-4-oxo-3,5-dihydro-2H-1,5-benzothiazepin-3-yl carbamate